C(C)(C)(C)OC(=O)N[C@H](C(=O)OC)CC1=CC(=C(C=C1)OC)F methyl (2S)-2-(tert-butoxycarbonylamino)-3-(3-fluoro-4-methoxy-phenyl)propanoate